4-[(3S)-4-acetyl-3-methyl-piperazin-1-yl]-5-chloro-2-(4-pyridinyl)-1H-pyrimidin-6-one C(C)(=O)N1[C@H](CN(CC1)C=1N=C(NC(C1Cl)=O)C1=CC=NC=C1)C